(1S,3R)-1-(5-((1-(3-Fluoropropyl)azetidin-3-yl)methyl)thiophen-2-yl)-3-methyl-2-(2,2,3-trifluoropropyl)-2,3,4,9-tetrahydro-1H-pyrido[3,4-b]indole FCCCN1CC(C1)CC1=CC=C(S1)[C@H]1N([C@@H](CC2=C1NC1=CC=CC=C21)C)CC(CF)(F)F